FC(C=1C(=CNC(C1)=O)C(=O)NC1=C(C=C(C(=C1)C1=NC(=NC=C1)N1C[C@H](O[C@H](C1)C)C)F)N1C[C@@H](N([C@@H](C1)C)C)C)F 4-(difluoromethyl)-N-[4-fluoro-5-[2-[(2R,6S)-2,6-dimethylmorpholin-4-yl]pyrimidin-4-yl]-2-[(3S,5R)-3,4,5-trimethylpiperazin-1-yl]phenyl]-6-oxo-1H-pyridine-3-carboxamide